Cl.Cl.C1(=CC=CC2=CC=CC=C12)C(C(N)C1=CC=CC2=CC=CC=C12)N 1,2-dinaphthalen-1-ylethane-1,2-diamine, dihydrochloride